R-(-)-2-hexyl hydroxypropionate OC(C(=O)O[C@H](C)CCCC)C